1-(5-bromopyridin-2-yl)-1H-1,2,4-triazole-3-carbonitrile BrC=1C=CC(=NC1)N1N=C(N=C1)C#N